C1(CCCCC1)C1(NC(=NC(=N1)NC1=CC=CC=C1)C1=CC=CC=C1)N 2-cyclohexyl-N4,6-diphenyl-1,3,5-triazine-2,4-diamine